FC(F)(F)C1=CC=CC2=NC=C3C=CC=CC3=C12 trifluoromethyl-phenanthridine